furan phosphonium salt [PH4+].O1C=CC=C1